(S)-1-(7-(8-chloronaphthalen-1-yl)-8-fluoro-2-((tetrahydro-1H-pyrrolizin-7a(5H)-yl)methoxy)pyrido[4,3-d]pyrimidin-4-yl)piperidin-3-ol ClC=1C=CC=C2C=CC=C(C12)C1=C(C=2N=C(N=C(C2C=N1)N1C[C@H](CCC1)O)OCC12CCCN2CCC1)F